NC1=C(C=C(N=N1)C1=C(C=CC=C1)O)N1CC2CCC(C1)N2C2=CC(=NC=C2)C#CC2CNC2 2-(6-amino-5-(8-(2-(azetidin-3-ylethynyl)pyridin-4-yl)-3,8-diazabicyclo[3.2.1]oct-3-yl)pyridazin-3-yl)phenol